CC=1C(NC(=NC1C(F)(F)F)C1=CC(=CC=C1)CN1CCSCC1)=O 5-methyl-2-[3-(thiomorpholin-4-ylmethyl)phenyl]-6-(trifluoromethyl)pyrimidin-4(3H)-one